NC1=C(C=C(C(=C1)N)C)C 4,6-diamino-meta-xylene